ClC1=CC=C2C(=CNC2=C1)S(=O)(=O)NC=1C(=NC(=C(C1)F)OC(F)F)OC 6-Chloro-N-[6-(difluoromethoxy)-5-fluoro-2-methoxypyridin-3-yl]-1H-indol-3-sulfonamid